C(C)(C)(C)CNC=1N=NC(=CC1[C@@H]1[C@H](C1)C(C)C)C=1C(=NC(=NC1)OC)OC tert-Butyl(6-(2,4-dimethoxypyrimidin-5-yl)-4-((1S,2R)-2-isopropylcyclopropyl)pyridazin-3-yl)aminomethane